CN1CC2=CC=C(C=C2C=C1)C 2,6-dimethylisoquinoline